C[C@H]1[C@H](NC[C@H](O1)C)C(NC1=NC=C(C=C1C)C(F)(F)F)([2H])[2H] 2-N-(((2S,3R,6R)-2,6-dimethylmorpholin-3-yl)methyl-d2)-3-methyl-5-(trifluoromethyl)pyridin-2-amine